C1N(CCC2=CC=CC=C12)C[C@H](CN1C(C2=CC=C(C=C2CC1)OC1CCN(CC1)C1COC1)=O)O 2-[(2R)-3-(3,4-dihydro-1H-isoquinolin-2-yl)-2-hydroxy-propyl]-6-[[1-(oxetan-3-yl)-4-piperidyl]oxy]-3,4-dihydroisoquinolin-1-one